PYRAZOLE-4-CARBALDEHYDE N1N=CC(=C1)C=O